C1(=CC=CC=C1)NC=1SC(=C(N1)C1=CC=CC=C1)C(C1=CC=CC=C1)OC N,4-diphenyl-5-(methoxyphenylmethyl)thiazol-2-amine